Cl.N[C@@H](C(=O)OCC)CCC1=CC=CC=C1 ethyl (R)-2-amino-4-phenylbutyrate hydrochloride